2-[9H-fluoren-9-ylmethoxycarbonyl-(methyl)amino]-2-methyl-propanoic acid C1=CC=CC=2C3=CC=CC=C3C(C12)COC(=O)N(C(C(=O)O)(C)C)C